1-(3-(3-(1H-pyrazol-4-yl)quinoxaline-6-carbonyl)-5-fluorophenyl)-3-(4-chloro-3-(trifluoromethyl)phenyl)urea N1N=CC(=C1)C=1C=NC2=CC=C(C=C2N1)C(=O)C=1C=C(C=C(C1)F)NC(=O)NC1=CC(=C(C=C1)Cl)C(F)(F)F